COC(=O)C=1C=CC(=C2C=NN(C12)C(C)C1=CC=C(C=C1)N1CC(CC1)(F)F)C#CC 1-(1-(4-(3,3-difluoropyrrolidin-1-yl)phenyl)ethyl)-4-(propane-1-yn-1-yl)-1H-indazole-7-carboxylic acid methyl ester